(E) or (Z)-1-(3-bromo-4-fluorophenyl)-4-(hydroxyimino)-3-methyl-9-oxo-4,9-dihydro-1H-naphtho[2,3-d]imidazol-3-ium BrC=1C=C(C=CC1F)N1C=[N+](C2=C1C(C1=CC=CC=C1C2=NO)=O)C